4-((4-(4-amino-3-(4-phenoxyphenyl)-1H-pyrazolo[3,4-d]pyrimidin-1-yl)piperidin-1-yl)methyl)-[1,4'-bipiperidine]-1'-carboxylate NC1=C2C(=NC=N1)N(N=C2C2=CC=C(C=C2)OC2=CC=CC=C2)C2CCN(CC2)CC2CCN(CC2)C2CCN(CC2)C(=O)[O-]